C(C)(=O)OC1=C(C=CC(=C1)C(F)(F)F)C1=C(N=C(N=N1)N[C@H]1CN(CCC1)CC(=O)OCC)C ethyl [(3R)-3-({6-[2-(acetyloxy)-4-(trifluoromethyl)phenyl]-5-methyl-1,2,4-triazin-3-yl}amino)piperidine-1-yl]acetate